hexamethylenediamine dimesylate S(C)(=O)(=O)O.S(C)(=O)(=O)O.NCCCCCCN